hexafluoroisopropenyl-isophthalic anhydride FC=1C(C2(C(C(C(=O)OC2=O)(C1)F)(C(=C)C)F)F)(F)F